FC1=C2C(=C(N=C1)OS(=O)(=O)C(F)(F)F)SC=C2C (4-fluoro-3-methyl-thieno[2,3-c]pyridin-7-yl)trifluoromethanesulfonate